BrC=1C=CC2=C(N=C(S2)N)C1 5-bromobenzo[d]thiazol-2-amine